2-(6-(4-(hydroxymethyl)piperidin-1-yl)-2-nitropyridin-3-yl)-5-(pyridin-3-yl)-6,7-dihydrothiazolo[5,4-c]pyridin-4(5H)-one OCC1CCN(CC1)C1=CC=C(C(=N1)[N+](=O)[O-])C=1SC=2C(N(CCC2N1)C=1C=NC=CC1)=O